N-acetylcysteine, amide C(C)(=O)NC([C@@H](N)CS)=O